3-chloro-1-(2,2,2-trifluoroethyl)-N-[4-[[2-(trifluoromethyl)imidazo[1,2-a]pyridin-5-yl]amino]cyclohexyl]pyrazole-4-carboxamide ClC1=NN(C=C1C(=O)NC1CCC(CC1)NC1=CC=CC=2N1C=C(N2)C(F)(F)F)CC(F)(F)F